CC=1C=CC=C2CCCC3(CCC4=C(NC(NC4=O)=S)O3)C12 8-methyl-2'-thioxo-2',3,3',4,5',6'-hexahydro-2H-spiro[naphthalene-1,7'-pyrano[2,3-d]pyrimidin]-4'(1H)-one